phosphoribosylphosphorus P(=O)(O)(O)[P]C1[C@H](O)[C@H](O)[C@H](O1)CO